C(C)(C)(C)NS(=O)(=O)C1=CC(=CC=C1)NC1=NC(=NC=C1C)NC1=CC=C(C=C1)OCCN1CCN(CC1)CC=1C=C2CN(C(C2=CC1)=O)C1C(NC(CC1)=O)=O N-(tert-butyl)-3-((2-((4-(2-(4-((2-(2,6-dioxopiperidin-3-yl)-1-oxoisoindolin-5-yl)methyl)piperazin-1-yl)ethoxy)phenyl)amino)-5-methylpyrimidin-4-yl)amino)benzenesulfonamide